3-methylcyclopentadecenone CC1=CCCCCCCCCCCCCC1=O